2-ethyl-7-methoxy-3-methyl-6-[(2,2,3,3-tetrafluoro-2,3-dihydro-1,4-benzodioxin-6-yl)oxy]quinoline-4-yl acetate C(C)(=O)OC1=C(C(=NC2=CC(=C(C=C12)OC1=CC2=C(OC(C(O2)(F)F)(F)F)C=C1)OC)CC)C